L-3-amino-4-methoxybenzamide NC=1C=C(C(=O)N)C=CC1OC